N-(2-FORMYLQUINOLIN-6-YL)ACETAMIDE CC(=O)NC1=CC2=C(C=C1)N=C(C=C2)C=O